17-(cyclopropylmethyl)-4,14-dihydroxymorphinan-6-one C1(CC1)CN1[C@H]2[C@@]3(CCC(C[C@@]3(C=3C(=CC=CC3C2)O)CC1)=O)O